hydroxy-3,7-dimethyloctan-one OCC(C(CCCC(C)C)C)=O